3-(difluoromethyl)piperazine-1-carboxylic acid tert-butyl ester C(C)(C)(C)OC(=O)N1CC(NCC1)C(F)F